C(C)(C)(C)OC(=O)N1CCC2(CN(C2)C=2C3=C(N=CN2)N=CC(=C3)CC(F)(F)F)CC1 tert-Butyl-2-[6-(2,2,2-trifluoroethyl) pyrido[2,3-d]pyrimidin-4-yl]-2,7-diazaspiro[3.5]nonane-7-carboxylate